C(C)C=1OC2=C(C1)CCC([C@H]2NC2=C(C(C2=O)=O)NC2=C(C(=NC=C2)C(=O)N(C)C)O)(C)C (R)-4-((2-((2-ethyl-6,6-dimethyl-4,5,6,7-tetrahydrobenzofuran-7-yl)amino)-3,4-dioxocyclobut-1-en-1-yl)amino)-3-hydroxy-N,N-dimethylpicolinamide